N-[3-fluoro-4-(trifluoromethyl)phenyl]-5-(2-pyridyl)-1H-pyrrole-3-sulfonamide FC=1C=C(C=CC1C(F)(F)F)NS(=O)(=O)C1=CNC(=C1)C1=NC=CC=C1